tagaturonate OCC(=O)[C@@H](O)[C@@H](O)[C@H](O)C(=O)[O-]